C[C@H]1N(CCOC1)C=1C=C(C=2N(N1)C=NC2)C2(CC2)C#N 1-{2-[(3R)-3-methylmorpholin-4-yl]imidazo[1,5-b]pyridazin-4-yl}cyclopropane-1-carbonitrile